ethyl exo-5-fluoro-1a,6b-dihydro-1H-cyclopropa[b][1]benzofuran-1-carboxylate FC=1C=CC2=C(C3C(O2)C3C(=O)OCC)C1